(Z)-2-cyano-3-hydroxy-3-(5-methylisoxazol-4-yl)-N-(4-methylsulfinylphenyl)prop-2-enamide ethyl-2-(3-((tert-butoxycarbonyl)amino)bicyclo[1.1.1]pentan-1-yl)thiazole-4-carboxylate C(C)OC(=O)C=1N=C(SC1)C12CC(C1)(C2)NC(=O)OC(C)(C)C.C(#N)/C(/C(=O)NC2=CC=C(C=C2)S(=O)C)=C(\C=2C=NOC2C)/O